5-cyclobutylpyridin-2-amine C1(CCC1)C=1C=CC(=NC1)N